pentaaminotetrazole nitrate [N+](=O)(O)[O-].NC1N(N(N(N1N)N)N)N